5-(2-(4-((3-chloro-5-(2-cyanopropan-2-yl)benzyl)amino)butoxy)ethoxy)benzo[c][2,6]naphthyridine-8-carboxylic acid ClC=1C=C(CNCCCCOCCOC2=NC3=C(C4=CN=CC=C24)C=CC(=C3)C(=O)O)C=C(C1)C(C)(C)C#N